diphenyl-4-thiophenoxyphenyl-Sulfonium hexafluorophosphate F[P-](F)(F)(F)(F)F.C1(=CC=CC=C1)[S+](C1=CC=C(C=C1)SC1=CC=CC=C1)C1=CC=CC=C1